C(C1=CC=CC=C1)(=O)NN Benzoic acid hydrazide